dispiro[5.1.5.1]tetradecane-7,14-diol C1CCCCC12C(C1(CCCCC1)C2O)O